ClC=1C=C(C=C(C1OCOCCCO)Cl)CCC(=O)OC methyl 3-[3,5-dichloro-4-(3-hydroxypropoxymethoxy)phenyl]propanoate